6-fluoro-2-methyl-4-oxo-7-(trifluoromethyl)-3,4-dihydroquinazoline-5-carbonitrile FC1=C(C=2C(NC(=NC2C=C1C(F)(F)F)C)=O)C#N